8-methyl-6H-4-oxa-2,3,7,12,13a-pentaazabenzo[4,5]cyclopenta[7,8]cycloocta[1,2,3-cd]inden-13-amine CC=1C=2C3=C(OC=C3CN1)C=1N(C(=C3C2C=CC=N3)N)C=NN1